N-(4-hydroxy-3-((2-ureidoethyl)sulfonamido)phenyl)-4'-(trifluoromethyl)-[1,1'-biphenyl]-4-carboxamide OC1=C(C=C(C=C1)NC(=O)C1=CC=C(C=C1)C1=CC=C(C=C1)C(F)(F)F)NS(=O)(=O)CCNC(=O)N